COC(=O)C=1N(C=CC1C)C1=C(C(=CC=C1)OC)Cl (2-chloro-3-methoxyphenyl)-3-methyl-1H-pyrrole-2-carboxylic acid methyl ester